C1(CCC1)N(C(OC(C)(C)C)=O)CC1CNCC1 tert-butyl N-cyclobutyl-N-(pyrrolidin-3-ylmethyl)carbamate